2-(4-((7,9-dichloro-5H-pyrido[3,2-b]indol-5-yl)methyl)phenyl)-N-hydroxyacetamide ClC=1C=C(C=2C3=C(N(C2C1)CC1=CC=C(C=C1)CC(=O)NO)C=CC=N3)Cl